BrC(C(=O)OCC)C1=C(C(=CC(=C1)[C@H]1OCCC1)F)OC ethyl 2-bromo-2-(3-fluoro-2-methoxy-5-((S)-tetrahydrofuran-2-yl)phenyl)acetate